(R)-3-(3,3-difluorobutyl)-8-methoxy-5-phenyl-7-(trifluoromethyl)-2,3,4,5-tetrahydrobenzo[f][1,2,5]thiadiazepine 1,1-dioxide FC(CC[C@H]1NS(C2=C(N(C1)C1=CC=CC=C1)C=C(C(=C2)OC)C(F)(F)F)(=O)=O)(C)F